C1(CC1)[C@H](N1C(C2=C(C=CC=C2C1)C1=CC=C(C=C1)C=1OC(=NN1)C)=O)C1(COC1)O (S)-2-(cyclopropyl(3-hydroxyoxetan-3-yl)methyl)-7-(4-(5-methyl-1,3,4-oxadiazol-2-yl)phenyl)isoindolin-1-one